2-chloro-7-methoxy-4-methylquinazoline ClC1=NC2=CC(=CC=C2C(=N1)C)OC